ClC1=CC(=NC(=C1)NC1=C(C=CC=C1)OC)C(=O)N(C1=CC=CC=C1)C 4-Chloro-6-((2-methoxyphenyl)amino)-N-methyl-N-phenylpyridineamide